4-(4-chloro-2-fluorophenyl)-6,7-dimethyl-2-((2R,4S)-2-(1-methyl-1H-pyrazol-4-yl)tetrahydro-2H-pyran-4-yl)pyrido[2,3-d]pyrimidine ClC1=CC(=C(C=C1)C=1C2=C(N=C(N1)[C@@H]1C[C@@H](OCC1)C=1C=NN(C1)C)N=C(C(=C2)C)C)F